C1(=C(C=CC=C1)C1C(=O)OCC1)C tolyl-γ-butyrolactone